CINNAMOYLCOENZYME A C(C=CC1=CC=CC=C1)(=O)SCCNC(CCNC([C@@H](C(COP(OP(OC[C@@H]1[C@H]([C@H]([C@@H](O1)N1C=NC=2C(N)=NC=NC12)O)OP(=O)(O)O)(=O)O)(=O)O)(C)C)O)=O)=O